(2-Acetamido-5-(5-methyl-1,2,4-oxadiazol-3-yl)pyridin-4-yl)carbamic acid tert-butyl ester C(C)(C)(C)OC(NC1=CC(=NC=C1C1=NOC(=N1)C)NC(C)=O)=O